ClC1=NC=C(C(=C1)N1C(C=C(C=C1C)OCC1=NC=C(C=C1F)F)=O)Cl 2',5'-dichloro-4-((3,5-difluoropyridin-2-yl)methoxy)-6-methyl-2H-[1,4'-bipyridin]-2-one